(7-fluoroquinoxalin-6-yl)boronic acid FC1=C(C=C2N=CC=NC2=C1)B(O)O